FC(C1=NN=C(O1)C1=CN=C(S1)CN(S(=O)(=O)CC)CC1=NC=CC=C1)F N-({5-[5-(difluoromethyl)-1,3,4-oxadiazol-2-yl]-1,3-thiazol-2-yl}methyl)-N-[(pyridin-2-yl)methyl]ethane-1-sulfonamide